2-(2-(ethylthio)pyrazolo[1,5-a]pyrimidin-3-yl)-5-((trifluoromethyl)thio)benzo[d]oxazole C(C)SC1=NN2C(N=CC=C2)=C1C=1OC2=C(N1)C=C(C=C2)SC(F)(F)F